Methyl 3-formyl-4-methoxybenzoate C(=O)C=1C=C(C(=O)OC)C=CC1OC